sodium succinic acid monooctadecanoyl amide C(CCCCCCCCCCCCCCCCC)(=O)NC(CCC(=O)O)=O.[Na]